ClC1=C(C=CC(=C1)F)C(=O)N1C[C@@H]2CC[C@H](C1)N2C2=CC(=CC=1N2C=NC1)S(=O)(=O)CC(C)(C)C (2-chloro-4-fluoro-phenyl)-[(1S,5R)-8-[7-(2,2-dimethylpropylsulfonyl)imidazo[1,5-a]pyridin-5-yl]-3,8-diazabicyclo[3.2.1]octan-3-yl]methanone